2-imino-2-(2-(2-phenylpropionyl)hydrazino)acetic acid ethyl ester C(C)OC(C(NNC(C(C)C1=CC=CC=C1)=O)=N)=O